C=C1C2=C(C3=C(C(=C(C(C3(C(=C2C(C2=C(C=CC=C12)O)=O)O)O)=O)C(=O)O)O)N(C)C)O 6-methylene-4-(dimethylamino)-3,5,10,12,12a-pentahydroxy-1,11-dioxo-2-tetracenecarboxylic acid